N1C(C(CC1)=O)=O PYRROLIDINDION